(1S,2R)-N-(5-(5-(3-methoxyazetidin-1-yl)benzo[d]oxazol-2-yl)-8-((methyl-d3)amino)-2,7-naphthyridin-3-yl)-2-methylcyclopropane-1-carboxamide COC1CN(C1)C=1C=CC2=C(N=C(O2)C2=C3C=C(N=CC3=C(N=C2)NC([2H])([2H])[2H])NC(=O)[C@@H]2[C@@H](C2)C)C1